hexylbutylphosphinate C(CCCCC)P([O-])(=O)CCCC